FC(C(C(=O)[O-])(C(=O)[O-])C(F)(F)F)(F)F.FC(C(C(=O)[O-])(C(=O)[O-])C(F)(F)F)(F)F.[Li+].[Li+].[Li+].[Li+] lithium bis(2,2-bis(trifluoromethyl) malonate)